OC1(C2CCC(CC1)N2C(=O)OC(C)(C)C)C2=CNC1=NC=CC=C12 tert-butyl 2-hydroxy-2-(1H-pyrrolo[2,3-b]pyridin-3-yl)-8-azabicyclo[3.2.1]-octane-8-carboxylate